C(C1=CC=CC=C1)C=1C(=C(C=C(C1)CCCCC)CC(C)=O)O 1-(3-benzyl-2-hydroxy-5-pentylphenyl)propan-2-one